C(#N)C1CC2(C1)C[C@H](N(CC2)CC2=C1C=CNC1=C(C=C2OC)C)C2=CC=C(C(=O)N1C[C@@H](CCC1)C(=O)O)C=C2 (R)-1-(4-((2R,4r,6S)-2-cyano-7-((5-methoxy-7-methyl-1H-indol-4-yl)methyl)-7-azaspiro[3.5]nonan-6-yl)benzoyl)piperidine-3-carboxylic acid